2,2'-(p-phenylene)bis-3,1-benzoxazin-4-one C1(=CC=C(C=C1)C1=NC2=C(C(O1)=O)C=CC=C2)C2=NC1=C(C(O2)=O)C=CC=C1